(6-(2-Cyclopropylbenzyl)-2-azaspiro[3.3]heptan-2-yl)((1s,3s)-3-hydroxy-3-methylcyclobutyl)methanon C1(CC1)C1=C(CC2CC3(CN(C3)C(=O)C3CC(C3)(C)O)C2)C=CC=C1